2-(cyclopropylethynyl)-4-methoxybenzaldehyde C1(CC1)C#CC1=C(C=O)C=CC(=C1)OC